5-{[(2R,3S)-1-[(7-ethyl-6-oxo-5H-1,5-naphthyridin-3-yl)methyl]-2-methylazetidin-3-yl]oxy}pyridine-2-carboxylic acid C(C)C=1C(NC=2C=C(C=NC2C1)CN1[C@@H]([C@H](C1)OC=1C=CC(=NC1)C(=O)O)C)=O